methylium hydrochloride Cl.[CH3+]